OCC1=C(N=NN1C)C1=CC=C(C=N1)O[C@H]1[C@@H]2[C@@H]([C@@H]2CC1)C(=O)OCC |r| (±)-Ethyl (1S,2R,5R,6R)-2-((6-(5-(hydroxymethyl)-1-methyl-1H-1,2,3-triazol-4-yl) pyridin-3-yl)oxy)bicyclo[3.1.0]hexane-6-carboxylate